2-(3,3-difluoro-4-hydroxy-1-azaspiro[4.4]nonan-1-yl)-N-methyl-2-oxoacetamide FC1(CN(C2(C1O)CCCC2)C(C(=O)NC)=O)F